N1(N=NN=C1)C[C@H](C)OC=1C=C(C=CC1Cl)C=1C=NC(=NC1)NC=1C(=NN(C1)C1CCC(CC1)N1CCOCC1)OCCOCC 5-(3-(((S)-1-(1H-tetrazol-1-yl)propan-2-yl)oxy)-4-chlorophenyl)-N-(3-(2-ethoxyethoxy)-1-((1r,4r)-4-morpholinylcyclohexyl)-1H-pyrazol-4-yl)pyrimidin-2-amine